7-chloro-6-(1-((2,3-dihydrobenzofuran-5-yl)sulfonyl)-1,2,3,6-tetrahydropyridin-4-yl)-[1,2,4]triazolo[1,5-a]pyridine ClC1=CC=2N(C=C1C=1CCN(CC1)S(=O)(=O)C=1C=CC3=C(CCO3)C1)N=CN2